[Cl-].[Cl-].C(CCC)C1(C=CC=C1)[Zr+2]C1(C=CC=C1)CCCC bis(n-butyl-cyclopentadienyl)zirconium dichloride